C(C1=CC=CC=C1)NC(=O)C1CC[C@@H]2OC[C@@H](C(N21)=O)NC([C@H](C)NC)=O (3S,8aS)-N-benzyl-3-((S)-2-(methylamino)propanamido)-4-oxohexahydro-2H-pyrrolo[2,1-b][1,3]oxazine-6-carboxamide